ethyl [(4-fluorophenyl)methyl] disulfide FC1=CC=C(C=C1)CSSCC